N-(3-(5-fluoro-2-(6-((1-methylpiperidin-4-yl)methoxy)pyridin-3-ylamino)pyrimidin-4-ylamino)phenyl)acrylamide FC=1C(=NC(=NC1)NC=1C=NC(=CC1)OCC1CCN(CC1)C)NC=1C=C(C=CC1)NC(C=C)=O